5-chloro-2-methoxy-4-(4-methylpiperazin-1-yl)aniline ClC=1C(=CC(=C(N)C1)OC)N1CCN(CC1)C